Cl.N[C@@H](COC1=C(C=2C=NN(C2C=C1)C)C(=O)OC)CC1=CC=CC=C1 Methyl (R)-5-(2-amino-3-phenylpropoxy)-1-methyl-1H-indazole-4-carboxylate hydrochloride